methyl (2-(3-chloro-7H-pyrrolo[2,3-c]pyridazin-6-yl) ethyl)carbamate ClC1=CC2=C(N=N1)NC(=C2)CCNC(OC)=O